5-(5-methoxypyridin-3-yl)-2-(2-methylpyrimidin-4-yl)-1H-indole COC=1C=C(C=NC1)C=1C=C2C=C(NC2=CC1)C1=NC(=NC=C1)C